OC(C(=O)N)[C@H](C[C@H]1C(NCC1)=O)NC(=O)[C@@H]1[C@H]2C([C@H]2CN1C(=O)C=1NC2=CC=CC(=C2C1)OC)(C)C (3S)-2-hydroxy-3-{[(1R,2S,5S)-3-(4-methoxy-1H-indole-2-carbonyl)-6,6-dimethyl-3-azabicyclo[3.1.0]hexan-2-yl]formamido}-4-[(3S)-2-oxopyrrolidin-3-yl]butanamide